2-(4-(dimethylamino)phenyl)-1,1,1-trifluorobut-3-yn-2-ol CN(C1=CC=C(C=C1)C(C(F)(F)F)(C#C)O)C